Methyl-1-[2-(4-chloro-2,6-dimethylphenyl)-acetamido]-4,4-dimethoxycyclohexancarboxylat COC(=O)C1(CCC(CC1)(OC)OC)NC(CC1=C(C=C(C=C1C)Cl)C)=O